C1(CC1)C1=NC=NC(=C1C=1N=CC2=C(N1)C=CN2)OC([2H])([2H])[2H] 2-[4-cyclopropyl-6-(trideuteriomethoxy)pyrimidin-5-yl]-5H-pyrrolo[3,2-d]pyrimidine